(S)-5-chloro-2-fluoro-4-((1,2,3,4-tetrahydronaphthalen-1-yl)amino)-N-(thiazol-2-yl)benzenesulfonamide ClC=1C(=CC(=C(C1)S(=O)(=O)NC=1SC=CN1)F)N[C@H]1CCCC2=CC=CC=C12